(2S,2'S)-(((9,9-dipropyl-9H-fluorene-2,7-diyl)bis(azanediyl))bis(carbonyl)bis(pyrrolidine-2,1-diyl)bis(2-oxo-1-phenylethane-2,1-diyl))dicarbamate C(CC)C1(C2=CC(=CC=C2C=2C=CC(=CC12)NC(=O)[C@H]1N(CCC1)C(C(C1=CC=CC=C1)NC([O-])=O)=O)NC(=O)[C@H]1N(CCC1)C(C(C1=CC=CC=C1)NC([O-])=O)=O)CCC